((1H-benzo[d][1,2,3]-triazol-1-yl)oxy)tri(pyrrolidin-1-yl)phosphonium hexafluorophosphate F[P-](F)(F)(F)(F)F.N1(N=NC2=C1C=CC=C2)O[P+](N2CCCC2)(N2CCCC2)N2CCCC2